tert-butyl (rac)-2-(4-(bicyclo[1.1.1]pentan-1-yl)phenyl)-2,3,4,5a,6,7,8,9-octahydro-5H-10-oxa-1,2,5,7-tetraazacycloocta[cd]indene-5-carboxylate C12(CC(C1)C2)C2=CC=C(C=C2)N2N=C1C=3[C@@H](N(CCC23)C(=O)OC(C)(C)C)CNCCO1 |r|